CN(C(CCC(N1CCC(CC1)N1C(NC2=CC=CC=C2C1)=O)=O)=O)C N,N-dimethyl-4-oxo-4-[4-(2-oxo-1,4-dihydro-2H-quinazolin-3-yl)-piperidine-1-yl]-butyramide